The molecule is a carbotricyclic compound that is tetradecahydrophenanthrenewhich is substituted by an ethyl group at position 7 and by methyl groups at positions 1, 1, 4a, and 7 (the 4aR,4bS,7S,8aS,10aS isomer). It is a diterpene, a terpenoid fundamental parent and a carbotricyclic compound. CC[C@]1(CC[C@H]2[C@H](C1)CC[C@@H]3[C@@]2(CCCC3(C)C)C)C